C(CC)(=O)OC1=C(C=C(C=C1)CCNC(=O)C12CC3(CC(CC(C1)C3)C2)C2=CC=C(C=C2)Cl)OC(CC)=O propionic acid 2-propionyloxy-5-(2-{[3-(4-chlorophenyl)-adamantane-1-carbonyl]-amino}ethyl)phenyl ester